FC1=C(C(=CC(=C1)C(F)(F)F)F)CN(C(OC(C)(C)C)=O)C tert-Butyl N-[[2,6-difluoro-4-(trifluoromethyl)phenyl]methyl]-N-methyl-carbamate